N1N=C(C=2CCCCC12)O 4,5,6,7-tetrahydro-1H-indazol-3-ol